ClC1=C(C=CC(=C1)C(F)(F)F)C1=C(C2=CN(N=C2C=C1)[C@H](CC(C)C)C1=CC=C(C(=O)NCCC(=O)O)C=C1)OC 3-[[4-[(1R)-1-[5-[2-chloro-4-(trifluoromethyl)phenyl]-4-methoxy-indazol-2-yl]-3-methyl-butyl]benzoyl]amino]propanoic acid